ethyl 4-[2-(2,4-difluorophenoxy)-5-methanesulfonylphenyl]-6-methyl-7-oxo-1H-pyrrolo[2,3-c]pyridine-2-carboxylate FC1=C(OC2=C(C=C(C=C2)S(=O)(=O)C)C=2C3=C(C(N(C2)C)=O)NC(=C3)C(=O)OCC)C=CC(=C1)F